C1(CC1)CN1C(NC2=NC=C(C=C21)C2=C(C=CC(=C2)F)OCC)=O 1-(cyclopropylmethyl)-6-(2-ethoxy-5-fluoro-phenyl)-3H-imidazo[4,5-b]pyridin-2-one